FC(CCC(=O)N1CCC2(CC(=NO2)OCC(F)(F)F)CC1)(F)F 4,4,4-trifluoro-1-[3-(2,2,2-trifluoroethoxy)-1-oxa-2,8-diazaspiro[4.5]dec-2-en-8-yl]butan-1-one